3-phenyl-2H-chromen-2-one C1(=CC=CC=C1)C=1C(OC2=CC=CC=C2C1)=O